N(C1=CC=CC=C1)C1=C(NC2=C1C(N(C[C@@H]2CC2CC2)C)=O)C2=CC(=NC=C2)NC(CC2=CC=C(C=C2)F)=O N-{4-[(7S)-3-Anilino-7-(cyclopropylmethyl)-5-methyl-4-oxo-4,5,6,7-tetrahydro-1H-pyrrolo[3,2-c]pyridin-2-yl]pyridin-2-yl}-2-(4-fluorophenyl)acetamid